BrC=1C=C2C(=NN(C2=CC1C)C(C1=CC=CC=C1)(C1=CC=CC=C1)C1=CC=CC=C1)C1=CC(=NC=C1)OC 5-bromo-3-(2-methoxypyridin-4-yl)-6-methyl-1-tritylindazole